2-(4,4-difluoropiperidin-1-yl)-N'-(4-iodo-2-(6-azaspiro[2.5]octan-6-yl)benzoyl)pyrimidine-4-carbohydrazide FC1(CCN(CC1)C1=NC=CC(=N1)C(=O)NNC(C1=C(C=C(C=C1)I)N1CCC2(CC2)CC1)=O)F